(S)-1-[(S)-1-{[4-(1H-Imidazol-2-yl)-1-piperidyl]carbonyl}-3-methylbutyl]-3-isobutyl-2-piperazinone N1C(=NC=C1)C1CCN(CC1)C(=O)[C@H](CC(C)C)N1C([C@@H](NCC1)CC(C)C)=O